BrC1=C(C=CC(=C1)[N+](=O)[O-])N1CCC(CC1)=O 1-(2-bromo-4-nitro-phenyl)piperidin-4-one